5-(4-chloro-2-fluorophenyl)-7-((2s,4r)-2-(1-cyclopropyl-1H-pyrazol-4-yl)tetrahydro-2H-pyran-4-yl)-2,3-dimethylpyrido[4,3-d]pyrimidin-4(3H)-one ClC1=CC(=C(C=C1)C1=NC(=CC=2N=C(N(C(C21)=O)C)C)[C@H]2C[C@H](OCC2)C=2C=NN(C2)C2CC2)F